8-[1-(2,2-difluoroethyl)-1H-pyrazolo[3,4-b]pyrazin-6-yl]-2-{[4-(difluoromethoxy)phenyl]methyl}-2,8-diazaspiro[4.5]decan-3-one FC(CN1N=CC=2C1=NC(=CN2)N2CCC1(CC(N(C1)CC1=CC=C(C=C1)OC(F)F)=O)CC2)F